C(C)OC(=O)C1=CC(=NN1)CC1=CC=C(C=C1)Cl.NC1=C(C=C(C=C2C(C(CC2)=CC2=CC(=C(C(=C2)OC)N)OC)=O)C=C1OC)OC 2,5-bis(4-amino-3,5-dimethoxybenzylidene)cyclopentan-1-one ethyl-3-(4-chlorobenzyl)-1H-pyrazole-5-carboxylate